FC=1C=C(C=C(C1)C(F)(F)F)NC(=O)C1=CSC=2CN(CCC21)CC=2C=NC(=NC2)NC2COC2 N-(3-Fluoro-5-(Trifluoromethyl)Phenyl)-6-((2-(Oxetan-3-Ylamino)Pyrimidin-5-yl)Methyl)-4,5,6,7-Tetrahydrothieno[2,3-c]Pyridin-3-Carboxamid